C(C=C)(=O)N1CC2N(C3=CC=CC=C3N(C2)C2=CC=C(C=C2)C(F)(F)F)CC1C(=O)O 3-acryloyl-6-(4-(trifluoromethyl)phenyl)-2,3,4,4a,5,6-hexahydro-1H-pyrazino[1,2-a]quinoxaline-2-carboxylic acid